O=C1NC(CCC1N1C(N(C2=C1C=CC(=C2)C2CCN(CC2)CC2CC(C2)OCCNC(OC(C)(C)C)=O)C)=O)=O tert-butyl N-[2-[3-[[4-[1-(2,6-dioxo-3-piperidyl)-3-methyl-2-oxo-benzimidazol-5-yl]-1-piperidyl]methyl]cyclobutoxy]ethyl]carbamate